Propylvinylether C(CC)OC=C